FC=1C(=C(C=CC1)C1CCN(CC1)C(=O)C1=NNC2=C1CN(CC2)C#N)C(F)(F)F 3-(4-(3-fluoro-2-(trifluoromethyl)phenyl)piperidine-1-carbonyl)-1,4,6,7-tetrahydro-5H-pyrazolo[4,3-c]pyridine-5-carbonitrile